FC1(CCC(CC1)N1CCC(CC1)S(=O)(=O)N(C=1C=C(C=CC1)C)CC1=CC=C(C=C1)C=1OC(=NN1)C(F)F)F 1-(4,4-difluorocyclohexyl)-N-(4-(5-(difluoromethyl)-1,3,4-oxadiazol-2-yl)benzyl)-N-(m-tolyl)piperidine-4-sulfonamide